4-Hydroxymethyl-4-methylpiperidine-1-carboxylic acid [7-methoxy-4-(1-methyl-1H-pyrazol-4-yl)-1H-benzoimidazol-2-yl]-amide COC1=CC=C(C2=C1NC(=N2)NC(=O)N2CCC(CC2)(C)CO)C=2C=NN(C2)C